O=C1NC2=C(CCC1)C=CC=C2 2-oxo-4,5-dihydro-3H-1-benzazepin